8-fluoro-3-(1H-imidazol-4-yl)indolo[2,1-b]quinazoline-6,12-dione FC=1C=C2C(C3=NC4=CC(=CC=C4C(N3C2=CC1)=O)C=1N=CNC1)=O